2-(3-fluorophenyl)-3-hydroxypyridineamide FC=1C=C(C=CC1)C1(NC=CC=C1O)C(=O)N